C1(=CC=CC=C1)C1=NN=C(O1)C1=CC=CC=C1 4-(5-phenyl-1,3,4-oxadiazol-2-yl)benzene